4-methyl-dihydro-3H-pyran-2,6-dione CC1CC(OC(C1)=O)=O